C(C1=CC=CC=C1)N1N=C2N(C1=O)[C@@H](CC2)C2=CC=CC=C2 (S)-2-benzyl-5-phenyl-2,5,6,7-tetrahydro-3H-pyrrolo[2,1-c][1,2,4]triazol-3-one